5-chloro-2-(4,4-difluoroazepan-1-yl)-6-ethyl-nicotinic acid ClC=1C(=NC(=C(C(=O)O)C1)N1CCC(CCC1)(F)F)CC